1,2,4,5-tetrachloro-3-nitrobenzene tert-butyl-(S)-2-((tert-butoxycarbonyl)(methyl)amino)hex-5-enoate C(C)(C)(C)OC([C@H](CCC=C)N(C)C(=O)OC(C)(C)C)=O.ClC1=C(C(=C(C(=C1)Cl)Cl)[N+](=O)[O-])Cl